2-chloro-4,5-dimethoxyphenylboronic acid ClC1=C(C=C(C(=C1)OC)OC)B(O)O